1-(1-(4-(2-Fluoro-5-(trifluoromethoxy)phenoxy)pyridin-2-yl)piperidin-4-yl)-3-(pyridin-3-yl)thiourea FC1=C(OC2=CC(=NC=C2)N2CCC(CC2)NC(=S)NC=2C=NC=CC2)C=C(C=C1)OC(F)(F)F